5-(bromomethyl)-4-iodo-1-methyl-1H-pyrazole BrCC1=C(C=NN1C)I